COC1=CC=2N(C=C1C)N=CN2 7-methoxy-6-methyl-[1,2,4]triazolo[1,5-a]pyridine